S1(C2=C(OC3(CN1)CCC3)N=CC=C2)(=O)=O 2',3'-dihydrospiro[cyclobutane-1,4'-pyrido[2,3-b][1,4,5]oxathiazepine]-1',1'-dioxide